N-(4-fluorobenzyl)-3-((4-chlorophenyl)sulfonylamino)-4-(4-methyl-1,4-diazepan-1-yl)benzamide disodium decyl-sulfosuccinate C(CCCCCCCCC)C(C(=O)[O-])(CC(=O)[O-])S(=O)(=O)O.[Na+].[Na+].FC1=CC=C(CNC(C2=CC(=C(C=C2)N2CCN(CCC2)C)NS(=O)(=O)C2=CC=C(C=C2)Cl)=O)C=C1